N-[6-[[8-chloro-3-methyl-1,5-dioxo-3-(3-pyridinyl)-2H-imidazo[1,5-a]pyridin-6-yl]amino]pyrimidin-4-yl]cyclopropanecarboxamide ClC1=C2N(C(C(=C1)NC1=CC(=NC=N1)NC(=O)C1CC1)=O)C(NC2=O)(C=2C=NC=CC2)C